C(C)(C)OC1=C(C(=CC=C1)OC(C)C)C1=CC=CC=C1 2',6'-di-isopropoxy-1,1'-biphenyl